C1(=CC=CC2=CC=CC=C12)[C@@H](C)N=C=O (R)-(+)-1-(1-naphthyl)ethyl isocyanate